(S)-2-Amino-3-(3-bromo-4-hydroxy-phenyl)propanoic acid N[C@H](C(=O)O)CC1=CC(=C(C=C1)O)Br